tert-butyl 3-formyl-2-azabicyclo[4.1.0]heptane-2-carboxylate C(=O)C1N(C2CC2CC1)C(=O)OC(C)(C)C